(4H-1,2,4-triazole-4-yl)-1,1-biphenyl N=1N=CN(C1)C1=C(C=CC=C1)C1=CC=CC=C1